3-{1-[(2R)-4-(3,6-dicyano-1-methyl-2-oxo-1,2-dihydro-1,5-naphthyridin-4-yl)-2-methylpiperazin-1-yl]ethyl}benzoic acid methyl ester COC(C1=CC(=CC=C1)C(C)N1[C@@H](CN(CC1)C1=C(C(N(C2=CC=C(N=C12)C#N)C)=O)C#N)C)=O